C(C1=CC=CC=C1)N1C(C(CC2=NC=CC=C12)C(=O)OCC)=O ethyl 1-benzyl-2-oxo-1,2,3,4-tetrahydro-1,5-naphthyridine-3-carboxylate